(R)-2-(acetylamino)-3-mercapto-propionamide C(C)(=O)N[C@H](C(=O)N)CS